(S)-1-(((3-chloro-1H-pyrazolo[3,4-b]pyridin-5-yl)methyl)amino)-1-oxopropan-2-carboxamide dihydrochloride Cl.Cl.ClC1=NNC2=NC=C(C=C21)CNC([C@@H](C)C(=O)N)=O